N,N-dimethylmyristylamine CN(C)CCCCCCCCCCCCCC